(S)-N'-((4-fluoro-2,6-diisopropylphenyl)carbamoyl)-4-(2-hydroxypropan-2-yl)-5-methylfuran-2-sulfonimidamide FC1=CC(=C(C(=C1)C(C)C)NC(=O)N=[S@@](=O)(N)C=1OC(=C(C1)C(C)(C)O)C)C(C)C